ClC1=CC=C(C=C1)NC(=O)NC1=NC=CC(=C1)CN1C(N(C(C1(C)C)=O)C1=CC=C(C=C1)SC(F)(F)F)=O 1-(4-chlorophenyl)-3-(4-((5,5-dimethyl-2,4-dioxo-3-(4-((trifluoromethyl)thio)phenyl)imidazolidin-1-yl)methyl)pyridin-2-yl)urea